ClC(=O)OC(C)(C)[2H] isopropyl-d chloroformate